2-((3-(3,4-dihydroxyphenyl) propionyl) oxy)-3-hydroxypropyl methacrylate C(C(=C)C)(=O)OCC(CO)OC(CCC1=CC(=C(C=C1)O)O)=O